2-(3-{[(2S)-4,4-difluoropyrrolidin-2-yl]methoxy}pyridin-4-yl)-3-phenyl-1H-pyrrolo[3,2-b]pyridine FC1(C[C@H](NC1)COC=1C=NC=CC1C1=C(C2=NC=CC=C2N1)C1=CC=CC=C1)F